5-((1S,3R)-2-(2-Fluoro-2-methylpropyl)-3-methyl-2,3,4,9-tetrahydro-1H-pyrido[3,4-b]indol-1-yl)-2-((1-(3-fluoropropyl)azetidin-3-yl)oxy)thiazole FC(CN1[C@@H](C=2NC3=CC=CC=C3C2C[C@H]1C)C1=CN=C(S1)OC1CN(C1)CCCF)(C)C